Piperazine-1-carboxylic acid tert-butyl ester acetate C(C)(=O)O.C(C)(C)(C)OC(=O)N1CCNCC1